ClC=1C2=CN(N=C2C=CC1C1=CN(C2=NC(=CN=C21)N2[C@H]1[C@H]([C@H](C[C@@H]2CC1)NC(OCC1=CC=CC=C1)=O)F)S(N(C)C)(=O)=O)C Benzyl N-[(1R,2S,3S,5S)-8-[7-(4-chloro-2-methyl-2H-indazol-5-yl)-5-(dimethylsulfamoyl)-5H-pyrrolo[2,3-b]pyrazin-3-yl]-2-fluoro-8-azabicyclo[3.2.1]octan-3-yl]carbamate